N-(3-((2-(hexahydro-1H-furo[3,4-b]pyrrol-1-yl)pyrimidin-4-yl)amino)-5-isopropyl-8-((2R,3S)-2-methyl-3-((methylsulfonyl)methyl)azetidin-1-yl)isoquinolin-6-yl)acrylamide N1(C2C(CC1)COC2)C2=NC=CC(=N2)NC=2N=CC1=C(C=C(C(=C1C2)C(C)C)NC(C=C)=O)N2[C@@H]([C@H](C2)CS(=O)(=O)C)C